[SH3+].CC1=CC=C(C=C1)[S+](C1=CC=C(C=C1)C)C1=CC=C(C=C1)C tris(4-methylphenyl)sulfonium, sulfonium salt